5-(trifluoromethyl)pyridine-3-sulfonamide hydrochloride Cl.FC(C=1C=C(C=NC1)S(=O)(=O)N)(F)F